C(C)NC(C1=CC=CC(=C1)C(C)C)=O N-ethyl-5-isopropylbenzamide